4-((4,4-dimethyl-2-(thiophen-2-yl)cyclohexan-1-En-1-yl)methyl)piperazine-1-carboxylic acid tert-butyl ester C(C)(C)(C)OC(=O)N1CCN(CC1)CC1=C(CC(CC1)(C)C)C=1SC=CC1